(5-(1H-1,2,3-triazol-1-yl)pyridin-2-yl)methanol N1(N=NC=C1)C=1C=CC(=NC1)CO